bis(8-oxo-8-(pentadecan-7-yloxy)octyl) 2-((benzyloxy)methyl)pentanedioate C(C1=CC=CC=C1)OCC(C(=O)OCCCCCCCC(OC(CCCCCC)CCCCCCCC)=O)CCC(=O)OCCCCCCCC(OC(CCCCCC)CCCCCCCC)=O